N-cyclooctyl-2-cyclopropyl-6-methyl-4H-pyrrolo[2,3-d]thiazole-5-carboxamide C1(CCCCCCC1)NC(=O)C1=C(C2=C(N=C(S2)C2CC2)N1)C